CCCCCCCCC(CCCCCCCC)OC(CCCCN(CCCCCCCCCC(=O)OCCCC)CCO)=O Butyl 10-((5-(heptadecan-9-yloxy)-5-oxopentyl)(2-hydroxyethyl)amino)decanoate